N(N)C(=O)[O-].[NH4+] ammonium hydrazinoformate